ClC1=NN(C(C2=C1OC(=C2)C=O)=O)CC(=O)OC(C)(C)C tert-butyl 2-(7-chloro-2-formyl-4-oxofuro[2,3-d]pyridazin-5(4H)-yl)acetate